2-cyclopentyl-N-(((S)-1-isopropylpyrrolidin-2-yl)methyl)-10-methyl-1-oxo-1,2,3,4-tetrahydropyrazino[1,2-a]indole-4-carboxamide C1(CCCC1)N1C(C=2N(C=3C=CC=CC3C2C)C(C1)C(=O)NC[C@H]1N(CCC1)C(C)C)=O